(4-(methylsulfonyl)piperazin-1-yl)-6-(naphthalen-1-yl)-1-(piperazin-1-yl)-5,6,7,8-tetrahydro-2,6-naphthyridine-4-carbonitrile hydrochloride Cl.CS(=O)(=O)N1CCN(CC1)C=1N=C(C=2CCN(CC2C1C#N)C1=CC=CC2=CC=CC=C12)N1CCNCC1